tert-butyl 1-phenylcyclopropylperoxycarboxylate C1(=CC=CC=C1)C1(CC1)C(=O)OOC(C)(C)C